(2-(methoxymethyl)phenyl)boronic acid COCC1=C(C=CC=C1)B(O)O